2-((6-((2-(3-(1-Amino-2-methylpropan-2-yl)-4,4-difluoro-5-methylpiperidin-1-yl)-5-chloropyrimidin-4-yl)amino)-1-methyl-2-oxo-1,2-dihydroquinolin-3-yl)oxy)-N-methylacetamide NCC(C)(C)C1CN(CC(C1(F)F)C)C1=NC=C(C(=N1)NC=1C=C2C=C(C(N(C2=CC1)C)=O)OCC(=O)NC)Cl